1-[3-({9-methoxy-2,2,5-trimethyl-1H,2H,3H,4H-benzo[h]1,6-naphthyridin-8-yl}oxy)propyl]pyrrolidine formate C(=O)O.COC1=CC=2C(=NC(=C3CCC(NC23)(C)C)C)C=C1OCCCN1CCCC1